N[C@@H](CC(C)C)C(=O)OC([C@@H](N)C[C@H]1C(NCCC1)=O)=O L-leucyl-3-[(3S)-2-oxopiperidin-3-yl]-L-alaninate